NC1=NC=NN2C1=C(C=C2[C@@H]2CC[C@H](CC2)C#N)C2=CC=C(C=C2)NC(=O)C=2C(N(C=CC2)C2=CC=C(C=C2)F)=O N-{4-[4-amino-7-(trans-4-cyanocyclohexyl)pyrrolo[2,1-f][1,2,4]triazin-5-yl]phenyl}-1-(4-fluorophenyl)-2-oxo-1,2-dihydropyridine-3-carboxamide